C(C=C)(=O)N1CCC(CC1)NC=1C=C2C(=NC=NC2=CC1OC)NC1=C(C=C(OC2=CC(=NC=C2)N2[C@H](CCC2)C#N)C=C1)F (R)-1-(4-(4-((6-((1-acryloylpiperidin-4-yl)amino)-7-methoxyquinazolin-4-yl)amino)-3-fluorophenoxy)pyridin-2-yl)pyrrolidine-2-carbonitrile